Cl.Cl.Cl.N[C@H](C(=O)O)CCCNCCCCCCN (S)-2-amino-5-((6-aminohexyl)amino)pentanoic acid tri-hydrochloride